ClC=1C(=C(SC1Cl)C(=O)OCC)I ethyl 4,5-dichloro-3-iodothiophene-2-carboxylate